2-[(2-Cyclopropylethyl)amino]-N-(5-{[(1s,2s)-2-hydroxycyclohexyl]carbamoyl}-2-methylphenyl)-1,3-thiazole-5-carboxamide C1(CC1)CCNC=1SC(=CN1)C(=O)NC1=C(C=CC(=C1)C(N[C@@H]1[C@H](CCCC1)O)=O)C